2-((2-(5,5,8,8-tetramethyl-5,6,7,8-tetrahydronaphthalen-2-yl)-1H-indol-5-yl)thio)acetic acid CC1(C=2C=CC(=CC2C(CC1)(C)C)C=1NC2=CC=C(C=C2C1)SCC(=O)O)C